C1(=CC=CC=C1)N(C1=CC=CC=C1)C1=CC=C(C=CC2=CC=C(C=C2)C2=CC=C(C=C2)C=CC2=CC=C(C=C2)N(C2=CC=CC=C2)C2=CC=CC=C2)C=C1 4,4'-bis[4-(N,N-diphenylamino)styryl]biphenyl